CCOC(C1=CC=CC=C1)OC1=C(SC=C1)C(=O)NC=1C=NC=CC1 3-((2-ethoxy)benzyloxy)-N-(pyridin-3-yl)thiophene-2-carboxamide